NCC(CN1N=CN(C1=O)C1=NC=C(C=C1C)C1=CC=C(C=C1)N1CCOCC1)=C(F)F 2-[2-(aminomethyl)-3,3-difluoro-allyl]-4-[3-methyl-5-(4-morpholinophenyl)-2-pyridyl]-1,2,4-triazol-3-one